2-hexyldecyl 3-ethyl-12-hexyl-6-(2-(octanoyloxy) ethyl)-10-oxo-9,11-dioxa-3,6-diaza-heneicosane-21-oate C(C)N(CC)CCN(CCOC(OC(CCCCCCCCC(=O)OCC(CCCCCCCC)CCCCCC)CCCCCC)=O)CCOC(CCCCCCC)=O